ClC1=C(C=CC=C1OC)C(=O)N1C[C@@H]2N(CC1)C[C@](CC2)(O)C2=CC=C(C=C2)Cl |r| (2-chloro-3-methoxyphenyl)-[rac-(7R,9aR)-7-(4-chlorophenyl)-7-hydroxy-3,4,6,8,9,9a-hexahydro-1H-pyrido[1,2-a]pyrazin-2-yl]methanone